The molecule is a dimethylbutyric acid in which both methyl substituents are at C3; used as an intermediate in the synthesis of medicines and agricultural chemicals. CC(C)(C)CC(=O)O